5-(5-{2-[3-(2-amino-6-bromo-1,3-benzodiazol-1-yl)-3-methylazepan-1-yl]ethoxy}-1-methylpyrazol-4-yl)-1-methyl-6-oxopyridine-3-carboxylic acid NC1=NC2=C(N1C1(CN(CCCC1)CCOC1=C(C=NN1C)C1=CC(=CN(C1=O)C)C(=O)O)C)C=C(C=C2)Br